(S)-5-(1H-Pyrazol-1-yl)-2-(6-(pyrrolidin-3-ylmethoxy)pyridazin-3-yl)phenol N1(N=CC=C1)C=1C=CC(=C(C1)O)C=1N=NC(=CC1)OC[C@@H]1CNCC1